C(C1=CC=CC=C1)(=O)OC(C=C(C(F)(F)F)C1=CC(=CC(=C1)Cl)Cl)=O 3-(3,5-dichlorophenyl)-4,4,4-trifluoro-but-2-enoyl benzoate